1-(4-Methoxyphenyl)-2-propanone COC1=CC=C(C=C1)CC(C)=O